5-((S)-sec-butyl)-N3-methyl-1-((S)-1-phenylethyl)-1H-pyrazole-3,5-dicarboxamide [C@H](C)(CC)C1(C=C(NN1[C@@H](C)C1=CC=CC=C1)C(=O)NC)C(=O)N